rac-N-(4-(2,5-difluorophenyl)-2-((anti)-2-methyl-4-oxocyclohexyl)pyridin-3-yl)-2-isopropylpyrimidine-5-carboxamide FC1=C(C=C(C=C1)F)C1=C(C(=NC=C1)C1C(CC(CC1)=O)C)NC(=O)C=1C=NC(=NC1)C(C)C